C1(CC1)C(=O)C=1N=C2N(N1)[C@@H](C[C@H]2F)C2=C(C=CC=C2)C Cyclopropyl-((5s,7r)-7-fluoro-5-(o-tolyl)-6,7-dihydro-5H-pyrrolo[1,2-b][1,2,4]triazol-2-yl)methanone